N1N=CC(=C1)C1=CC=C(C=C1)N1C([C@@]2(CC1)NC1=CC(=CC(=C1C2)F)OC)=O |r| racemic-1'-(4-(1H-pyrazol-4-yl)phenyl)-4-fluoro-6-methoxyspiro[indoline-2,3'-pyrrolidin]-2'-one